CCCCCCC/C=C/C=C/CC(=O)O The molecule is a tridecadienoic acid with double bonds at positions 3 and 5 (both E isomer). It has a role as a metabolite.